C1(CC1)C1=NC=NC(=C1C1=NC=C(C(=N1)OCC1=C(C=C(C=C1)C=1N(C=C(N1)C(F)(F)F)C)CC)OC)OC 2-(4-cyclopropyl-6-methoxy-pyrimidin-5-yl)-4-[[2-ethyl-4-[1-methyl-4-(trifluoromethyl)imidazol-2-yl]phenyl]methoxy]-5-methoxy-pyrimidine